2-([amino(imino)methyl]amino)-ethane-1-sulfonic acid NC(=N)NCCS(=O)(=O)O